C(=O)C1=C(C=NC(=C1)C(F)(F)F)C(=O)N(C(C)C)C(C)C 4-formyl-N,N-diisopropyl-6-(trifluoromethyl)pyridine-3-carboxamide